C1[C@H]([C@@H]([C@H]([C@@H]([C@H]1N)O[C@@H]2[C@@H]([C@H]([C@@H]([C@H](O2)CN)O)O)O)O)O)N The molecule is an amino cyclitol glycoside that is 2-deoxystreptamine in which the pro-R hydroxy group is substituted by a 6-amino-6-deoxy-alpha-D-glucosyl residue. It has a role as an antimicrobial agent. It derives from a 2-deoxystreptamine. It is a conjugate acid of a 2'-deamino-2'-hydroxyneamine(3+).